tert-butyl 2-(4-((4-(4-hydroxyphenyl)piperidin-1-yl)sulfonyl)benzamido)acetate OC1=CC=C(C=C1)C1CCN(CC1)S(=O)(=O)C1=CC=C(C(=O)NCC(=O)OC(C)(C)C)C=C1